anthracene-9,10-dione C1=CC=CC=2C(C3=CC=CC=C3C(C12)=O)=O